2-(3-bromo-1-(3-chloro-2-pyridyl)-1H-5-pyrazolyl)-6-chloro-8-methyl-4H-benzo[d][1,3]oxazine BrC1=NN(C(=C1)C=1OCC2=C(N1)C(=CC(=C2)Cl)C)C2=NC=CC=C2Cl